C(CC\C=C\CCCCC)=O (E)-4-decaenal